N-(2-(2-(2H-tetrazol-5-yl)phenyl)-6-(benzyl(propyl)amino)pyridin-4-yl)-2-(4-isopropylphenyl)acetamide N=1NN=NC1C1=C(C=CC=C1)C1=NC(=CC(=C1)NC(CC1=CC=C(C=C1)C(C)C)=O)N(CCC)CC1=CC=CC=C1